(S)-4-(3-bromophenyl)-3-((tert-butoxycarbonyl)amino)butanoic acid BrC=1C=C(C=CC1)C[C@@H](CC(=O)O)NC(=O)OC(C)(C)C